ClC1=NC(=CC2=C1N=C(N=C2)S(=O)(=O)C)C 8-chloro-2-methanesulfonyl-6-methylpyrido[3,4-d]pyrimidine